CC12N(CC3=CC=C(C=C3C1)C)C1=C(N2S(=O)(=O)C2=CC=C(C)C=C2)C=CC=C1 5a,8-dimethyl-5-tosyl-5,5a,6,11-tetrahydrobenzo[4,5]imidazo[1,2-b]isoquinoline